C(C1=CC=CC=C1)OC1=C(C=C(C(=C1)Br)F)CC#N 2-(2-benzyloxy-4-bromo-5-fluoro-phenyl)acetonitrile